[Si](C)(C)(C(C)(C)C)O[C@@H](C)C1=NN=C(N1C=1SC=C(C1C(=O)OC)Cl)C methyl (S)-2-(3-(1-((tert-butyldimethylsilyl) oxy) ethyl)-5-methyl-4H-1,2,4-triazol-4-yl)-4-chlorothiophene-3-carboxylate